N-(3-fluorobenzyl)-N-(4-fluorobenzyl)-4-(3-(pyridin-4-ylmethyl)ureido)benzenesulfonamide FC=1C=C(CN(S(=O)(=O)C2=CC=C(C=C2)NC(=O)NCC2=CC=NC=C2)CC2=CC=C(C=C2)F)C=CC1